CS(=O)(=O)C1CC(C1)N1C(C2=CC=CC(=C2CC1)OC1=CC=C(C=C1)C(F)(F)F)=O 2-(3-(methylsulfonyl)cyclobutyl)-5-(4-(trifluoromethyl)phenoxy)-3,4-dihydroisoquinolin-1(2H)-one